γ-aminopropyltrimethyldimethoxysilane NCCC[SiH](OC(C)(C)C)OC